N-((5aR,6S,7aS,8S)-6-hydroxy-3,5a,7a-trimethyl-2-oxo-2,3,4,5,5a,5b,6,7,7a,8,9,10,10a,10b,11,12-hexadecahydrocyclopenta[5,6]naphtho[1,2-d]azepin-8-yl)cyclopropanecarboxamide O[C@H]1C[C@]2(C(C3CCC=4[C@](CCN(C(C4)=O)C)(C13)C)CC[C@@H]2NC(=O)C2CC2)C